C1(=CC=CC2=CC=CC=C12)CC(=O)OCC 1-NAPHTHALENEACETIC ACID, ETHYL ESTER